NC1=NNC2=CC=C(C=C12)[C@H]1N(C[C@@H](CC1)C)C(C(=O)NC=1C=NC(=C(C1)C)C)=O [(2S,5R)-2-(3-amino-1H-indazol-5-yl)-5-methyl-1-piperidyl]-N-(5,6-dimethyl-3-pyridyl)-2-oxo-acetamide